4-[[2-[3-(5-chloro-6-oxo-1-tetrahydropyran-2-yl-pyridazin-4-yl)propyl]-2-azaspiro[3.3]heptan-6-yl]methyl]-2,7-dimethyl-isoindolin-1-one ClC1=C(C=NN(C1=O)C1OCCCC1)CCCN1CC2(C1)CC(C2)CC2=C1CN(C(C1=C(C=C2)C)=O)C